(4-(1H-pyrazol-1-yl)piperidin-1-yl)(6-((1-methyl-1H-benzo-[d][1,2,3]triazol-5-yl)methoxy)-4-(piperidine-1-carbonyl)-quinolin-2-yl)methanone N1(N=CC=C1)C1CCN(CC1)C(=O)C1=NC2=CC=C(C=C2C(=C1)C(=O)N1CCCCC1)OCC1=CC2=C(N(N=N2)C)C=C1